3-phenyl-1-(4-(trifluoromethoxy)phenyl)prop-2-en-1-one C1(=CC=CC=C1)C=CC(=O)C1=CC=C(C=C1)OC(F)(F)F